1-fluoro-2-naphthylboric acid FC1=C(C=CC2=CC=CC=C12)OB(O)O